CC1(C(C(C2=CC(=C(C=C12)C)CC(=O)CC=1C=C2C(C(C(C2=CC1C)(C)C)C)(C)C)(C)C)C)C 1,1,2,3,3,6-Hexamethyl-5-indanylmethylketon